O=C1N(C(C=N1)=O)CC1=CC(=C(C#N)C=C1)F 4-((2,5-dioxo-imidazol-1-yl)methyl)-2-fluorobenzonitrile